7-(2-((2,3-dimethoxyphenyl)amino)-5-methylpyridin-4-yl)-2-(5-fluoro-2-(hydroxymethyl)benzyl)-3,4-dihydropyrrolo[1,2-a]pyrazin-1(2H)-one COC1=C(C=CC=C1OC)NC1=NC=C(C(=C1)C=1C=C2N(CCN(C2=O)CC2=C(C=CC(=C2)F)CO)C1)C